ethyl 4-amino-3-(2,3-dichloro-6-[[2-(trimethylsilyl)ethoxy]methoxy]phenyl)butanoate NCC(CC(=O)OCC)C1=C(C(=CC=C1OCOCC[Si](C)(C)C)Cl)Cl